N-[(S)-(4,4-Difluorocyclohexyl)-[6-[(1R)-1-(4,4,4-trifluorobutanoylamino)ethyl]-1H-benzimidazol-2-yl]methyl]-2-[2-(trifluoromethoxy)ethyl]triazole-4-carboxamide FC1(CCC(CC1)[C@H](NC(=O)C1=NN(N=C1)CCOC(F)(F)F)C1=NC2=C(N1)C=C(C=C2)[C@@H](C)NC(CCC(F)(F)F)=O)F